C(C)O[Si](C=C[Si](OCC)(OCC)OCC)(OCC)OCC 1,2-di(triethoxysilyl)ethylene